[Fe].[Ni].OC1=C(C=C(C=C1)O)S(=O)(=O)O 2,5-dihydroxyl-benzenesulfonic acid nickel iron